C(C)(=O)ONC(=N)C=1C=C(SC1)CNC(=O)[C@H]1N([C@H]2C[C@]2(C1)C)C(=O)OC(C)(C)C tert-butyl (1S,3S,5S)-3-[({4-[N-(acetyloxy)carbamimidoyl]thiophen-2-yl}methyl)carbamoyl]-5-methyl-2-azabicyclo[3.1.0]hexane-2-carboxylate